5-[1-(2-fluoro-6-methyl-phenyl)-piperidin-4-yl]-2-(2-methyl-propenyl)-7-(2-trifluoromethyl-benzyl)-2,4,5,7-tetrahydro-pyrazolo[3,4-d]pyrimidin-6-one FC1=C(C(=CC=C1)C)N1CCC(CC1)N1C(N(C=2C(C1)=CN(N2)C=C(C)C)CC2=C(C=CC=C2)C(F)(F)F)=O